(2-methoxyethoxy)methyl (3aR,4R,5R,7R,7aS)-2-(4-cyano-2-fluoro-3-(trifluoromethyl)phenyl)-4,7-dimethyl-1,3-dioxooctahydro-1H-4,7-epoxyisoindole-5-carboxylate C(#N)C1=C(C(=C(C=C1)N1C([C@@H]2[C@]3(C[C@H]([C@@]([C@@H]2C1=O)(O3)C)C(=O)OCOCCOC)C)=O)F)C(F)(F)F